1-[3-ethylsulfonyl-2-[1-oxo-6-(trifluoromethoxy)isoindolin-2-yl]imidazo[1,2-a]pyridin-7-yl]cyclopropanecarbonitrile C(C)S(=O)(=O)C1=C(N=C2N1C=CC(=C2)C2(CC2)C#N)N2C(C1=CC(=CC=C1C2)OC(F)(F)F)=O